O1CCN(CC1)C1=CC(=NC=C1)NC=1SC2=C(N1)C=CC(=C2)C#N 2-((4-morpholinopyridin-2-yl)amino)benzo[d]-thiazole-6-carbonitrile